OC1(CC=C(C=C1)N=NC1=CC=CC=C1)[N+](=O)[O-] 4-hydroxy-4-nitro-azobenzene